O=C1NC(CCC1C=1C=NC(=NC1)N1CCC(CC1)C(=O)N1CCC(CC1)C(=O)OC(C)(C)C)=O tert-butyl 1-(1-(5-(2,6-dioxopiperidin-3-yl)pyrimidin-2-yl)piperidine-4-carbonyl)piperidine-4-carboxylate